(E)-1-(4-dimethylamino-1-piperidinyl)-3-(2-(6-methoxy-3-pyridinyl)-4-morpholino-6-thieno[3,2-d]pyrimidinyl)-2-propen-1-one CN(C1CCN(CC1)C(\C=C\C1=CC=2N=C(N=C(C2S1)N1CCOCC1)C=1C=NC(=CC1)OC)=O)C